(2S)-2-amino-3-[2-fluoro-4-(3-methyl-2-oxo-1,3-benzoxazol-5-yl)phenyl]propanenitrile N[C@H](C#N)CC1=C(C=C(C=C1)C=1C=CC2=C(N(C(O2)=O)C)C1)F